C(C)(C)(C)OCC1=NC(=NO1)C=1C=C(C=NC1)[C@@](O)(C1=CC=C(C=C1)C(C)C)C1(CN(C1)C)C (R)-[5-(5-tert-Butoxymethyl-[1,2,4]oxadiazol-3-yl)-pyridin-3-yl]-(1,3-dimethyl-azetidin-3-yl)-(4-isopropyl-phenyl)-methanol